β-naphthyl isobutyl ether C(C(C)C)OC1=CC2=CC=CC=C2C=C1